C(C)(C)N(C=1C(=CC=CC1)C)C(C)C Diisopropyltoluidin